1-(4-(2-(5-(2,4,6-trichlorophenyl)-4,5-dihydroisoxazol-3-yl)thiazol-4-yl)piperidin-1-yl)-2-((3-(trifluoromethyl)pyrazin-2-yl)oxy)ethan-1-one ClC1=C(C(=CC(=C1)Cl)Cl)C1CC(=NO1)C=1SC=C(N1)C1CCN(CC1)C(COC1=NC=CN=C1C(F)(F)F)=O